2-(4,4-dimethylisochroman-5-yl)-2-(3-(5-(5,6,7,8-tetrahydro-1,8-naphthyridin-2-yl)pentyloxy)azetidin-1-yl)acetic acid CC1(COCC2=CC=CC(=C12)C(C(=O)O)N1CC(C1)OCCCCCC1=NC=2NCCCC2C=C1)C